C(C1=CC=CC=C1)N(S(=O)(=O)C)C1=CC(=CC=C1)CC12CCC(CC1)(N2)[C@@H](O)C2=CC(=CC=C2)F N-benzyl-N-(3-((4-((S)-(3-fluoro-phenyl)(hydroxy)methyl)-7-azabicyclo[2.2.1]heptan-1-yl)methyl)phenyl)methane-sulfonamide